2-methyl-2-[5-[(3R)-3-amino-5,5,7-trifluoro-1-[[4-(4-methoxyphenyl)phenyl]methyl]-2-oxo-3,4-dihydro-1-benzazepin-8-yl]-1,3,4-oxadiazol-2-yl]propanenitrile CC(C#N)(C)C=1OC(=NN1)C1=CC2=C(C(C[C@H](C(N2CC2=CC=C(C=C2)C2=CC=C(C=C2)OC)=O)N)(F)F)C=C1F